C(#N)C=1C=C(CNNC(=O)OC(C)(C)C)C=CC1 tert-Butyl 2-(3-cyanobenzyl)hydrazine-1-carboxylate